C(C)OC(=O)C1=CC2=C(C(N(C=C2C2=C(C=CC(=C2)C(C)(C)O)OC2=C(C=C(C=C2C)F)C)C)=O)N1.BrC1=CC(C2=CC(=C(C=C12)OC)OC)=O 3-bromo-5,6-dimethoxyindenone ethyl-4-[2-(4-fluoro-2,6-dimethylphenoxy)-5-(2-hydroxypropan-2-yl)phenyl]-6-methyl-7-oxo-1H-pyrrolo[2,3-c]pyridine-2-carboxylate